BrC1=CC=C2C=C(NC2=C1)C(=O)N1CC(C1)NC(OC(C)(C)C)=O tert-butyl (1-(6-bromo-1H-indole-2-carbonyl)azetidin-3-yl)carbamate